CN(CCCCNC1=CC(=C(C=C1)NC(=O)C1=NC(=NC=C1)F)N1CCC(CC1)(C)C)C N-(4-((4-(dimethylamino)butyl)amino)-2-(4,4-dimethylpiperidin-1-yl)phenyl)-2-fluoropyrimidine-4-carboxamide